n-butoxymagnesium iodide C(CCC)O[Mg]I